N[C@H](CN(C(NCC1=CC=CC=C1)=O)C1=CC=C(C=C1)C1=CC=C(C=C1)CCC)[C@H](CC)C 3-[(2S,3S)-2-Amino-3-methylpentyl]-1-benzyl-3-{4'-propyl-[1,1'-biphenyl]-4-yl}urea